ethyl (S)-3-(6-fluoro-2'-methylbiphenyl-3-yl)-3-(3-(4-hydroxy-1-methyl-2-oxo-1,2-dihydro pyridin-3-yl)ureido)propanoate FC1=CC=C(C=C1C1=C(C=CC=C1)C)[C@H](CC(=O)OCC)NC(=O)NC=1C(N(C=CC1O)C)=O